dimethyl-oleoyl-glycine CC(NC(CCCCCCC\C=C/CCCCCCCC)=O)(C(=O)O)C